3-((S)-2-hydroxy-3-((R)-8-(naphthalen-2-ylsulfonyl)-1-oxa-8-azaspiro[4.5]decan-3-ylamino)propoxy)-N-methylbenzenesulfonamide O[C@H](COC=1C=C(C=CC1)S(=O)(=O)NC)CN[C@H]1COC2(C1)CCN(CC2)S(=O)(=O)C2=CC1=CC=CC=C1C=C2